4-Methoxy-N-methyl-3-piperazin-1-yl-N-propyl-benzenesulfonamide COC1=C(C=C(C=C1)S(=O)(=O)N(CCC)C)N1CCNCC1